(5-chloro-3-cyclopropylpyrazolo[1,5-a]pyrimidin-7-yl)((5-cyclopropylimidazo[1,2-a]pyridin-2-yl)methyl)carbamic acid tert-butyl ester C(C)(C)(C)OC(N(CC=1N=C2N(C(=CC=C2)C2CC2)C1)C1=CC(=NC=2N1N=CC2C2CC2)Cl)=O